[N-](S(=O)(=O)C(F)(F)F)S(=O)(=O)C(F)(F)F.C(CCCCC)[N+](CC)(CC)CC hexyltriethyl-ammonium bis(trifluoromethanesulfonyl)imide salt